trans-3,4-dihydroxypiperidine-1-carboxylic acid tert-butyl ester C(C)(C)(C)OC(=O)N1C[C@H]([C@@H](CC1)O)O